ClC=1C=C2C(=CN=C(C2=CN1)OC1CC1)C(C)(O)C1CC1 1-(6-chloro-1-cyclopropoxy-2,7-naphthyridin-4-yl)-1-cyclopropyl-ethan-1-ol